4'-isopropyl-1'-(4-(trifluoromethyl)benzyl)-2,3-dihydrospiro[indene-1,2'-piperazine]-3',6'-dione C(C)(C)N1C(C2(N(C(C1)=O)CC1=CC=C(C=C1)C(F)(F)F)CCC1=CC=CC=C12)=O